2-(2-propoxyethoxy)ethanol C(CC)OCCOCCO